1-bromo-4-(2-fluorophenyl)-2,3-dimethoxynaphthalene BrC1=C(C(=C(C2=CC=CC=C12)C1=C(C=CC=C1)F)OC)OC